3-(1-(2,5-difluorophenyl)-1-hydroxybut-3-yn-1-yl)-1-methylpyridin-2(1H)-one FC1=C(C=C(C=C1)F)C(CC#C)(O)C=1C(N(C=CC1)C)=O